C(CCCCCCC)C(C(N(C(C#N)=O)C(=O)C(CCCCCCCC)(CCCCCCCC)CCCCCCCC)=O)(CCCCCCCC)CCCCCCCC hexan-octyl-nitrilotriacetamide